BrC=1C=C(CC2(CCC(CC2)OC2OCCCC2)C(=O)OC)C=CC1 methyl (1s,4s)-1-(3-bromobenzyl)-4-((tetrahydro-2H-pyran-2-yl)oxy)cyclohexane-1-carboxylate